(R)-5-(4-chloro-2-fluorophenyl)-7-(2-(1-ethyl-1H-pyrazol-4-yl)morpholino)-2,3-dimethylpyrido[4,3-d]pyrimidin-4(3H)-one ClC1=CC(=C(C=C1)C1=NC(=CC=2N=C(N(C(C21)=O)C)C)N2C[C@H](OCC2)C=2C=NN(C2)CC)F